C12N(CC(CC1)(CC2)C(=O)[O-])C(=O)[O-] 2-azabicyclo[2.2.2]Octane-2,4-dicarboxylate